N1CC(C1)N1CCOCC1 4-(azetidin-3-yl)morpholine